6-Chloro-4-(3-fluoro-4-methoxyphenyl)coumarin ClC=1C=C2C(=CC(OC2=CC1)=O)C1=CC(=C(C=C1)OC)F